Benzyl (2S,4S)-4-(2-methoxyethoxy)-2-(4-((2-methoxyethoxy)carbonyl) phenyl)piperidine-1-carboxylate COCCO[C@@H]1C[C@H](N(CC1)C(=O)OCC1=CC=CC=C1)C1=CC=C(C=C1)C(=O)OCCOC